ClC1=C(C=CC=C1F)CNC1=NC(=NC(=N1)N)C1=CC=C2C=NNC2=C1 N2-[(2-chloro-3-fluoro-phenyl)methyl]-6-(1H-indazol-6-yl)-1,3,5-triazine-2,4-diamine